C12C3OC3C(CC1)C2 3-oxatricyclo[3.2.1.02,4]octane